6-bromo-2-hydroxyquinoline-5-carboxylic acid methyl ester COC(=O)C=1C=2C=CC(=NC2C=CC1Br)O